C(C)(C)(C)OC(=O)N1CC2CC(C2C1)OC1=CC(=C(C=C1)C)CNC([C@H](CCC1=CC=CC=C1)NC([C@H](CCCC(=O)OC(C)(C)C)NC(C)=O)=O)=O 6-(3-(((S)-2-((S)-2-acetamido-6-(tert-butoxy)-6-oxohexanamido)-4-phenylbutanamido)methyl)-4-methylphenoxy)-3-azabicyclo[3.2.0]heptane-3-carboxylic acid tert-butyl ester